[Na].NCCCO[Si](OC)(C)CCCN aminoethyl-aminopropyl-methyl-dimethoxysilane sodium